C(C=C)(=O)N1CCC(=CC1)C=1C=NN(C1)CC(=O)NC1=NNC(=C1)C1CC1 2-(4-(1-propenoyl-1,2,3,6-tetrahydropyridin-4-yl)-1H-pyrazol-1-yl)-N-(5-cyclopropyl-1H-pyrazol-3-yl)acetamide